Di-tert-butyl (2S)-4,4-diallyl-5-oxo-pyrrolidine-1,2-dicarboxylate C(C=C)C1(C[C@H](N(C1=O)C(=O)OC(C)(C)C)C(=O)OC(C)(C)C)CC=C